ClC1=CC(=C(C=C1)COC=1C=C(C=CC1)C=1CCNCC1)F 4-(3-((4-chloro-2-fluorophenylmethyl)oxy)phenyl)-1,2,3,6-tetrahydropyridine